C1(=CC=CC=C1)CCCCCCCCCC(=O)O 10-phenyl-decanoic acid